tert-butyl 3-[2-[tert-butyl(diphenyl)silyl]oxyethyl]-4-[2-[2-(dimethylamino)ethoxy]-5,6,7,8-tetrahydropyrido[3,4-d]pyrimidin-4-yl]piperazine-1-carboxylate [Si](C1=CC=CC=C1)(C1=CC=CC=C1)(C(C)(C)C)OCCC1CN(CCN1C=1C2=C(N=C(N1)OCCN(C)C)CNCC2)C(=O)OC(C)(C)C